C(C)(=O)OC1=CC(=C(C(=C1)OC)C(\C=C\C1=CC=C(C=C1)OC(C)=O)=O)OC(C)=O (E)-4-(3-(4-acetoxyphenyl)acryloyl)-5-methoxy-1,3-phenylene diacetate